tert-butyl 4-(6-(8-chloronaphthalen-1-yl)-4-cyano-1-(2,6-dimethylmorpholino)-5,6,7,8-tetrahydro-2,6-naphthyridin-3-yl)piperazine-1-carboxylate ClC=1C=CC=C2C=CC=C(C12)N1CC=2C(=C(N=C(C2CC1)N1CC(OC(C1)C)C)N1CCN(CC1)C(=O)OC(C)(C)C)C#N